C12(CC3CC(CC(C1)C3)C2)CC(=O)OCC(COC(CC23CC1CC(CC(C2)C1)C3)=O)CO 2-(hydroxymethyl)propane-1,3-diyl bis(2-((3r,5r,7r)-adamantan-1-yl)acetate)